ClC=1N=CC(=NC1)C(C(=O)OCC)C(=O)OCC Diethyl 2-(5-chloropyrazin-2-yl)malonate